2,2-bis[3-amino-4-(N-ethylamino)phenyl]hexafluoropropane NC=1C=C(C=CC1NCC)C(C(F)(F)F)(C(F)(F)F)C1=CC(=C(C=C1)NCC)N